[Br-].C[NH2+]CCCO methyl-hydroxypropyl-ammonium bromide